NCCS(=O)(=O)O.CNC(CCCCCCC\C=C/CCCCCCCC)=O N-methyl-oleamide taurine salt